2-Fluoro-3-hydroxy-2-methylpropanoic acid benzyl ester C(C1=CC=CC=C1)OC(C(CO)(C)F)=O